3-amino-7,9-difluoro-1,3,4,5-tetrahydro-2H-benzo[b]azepin-2-one NC1CCC2=C(NC1=O)C(=CC(=C2)F)F